F\C(\C(=O)O)=C/C=1N=NN(C1)C (Z)-2-fluoro-3-(1-methyl-1H-1,2,3-triazol-4-yl)acrylic acid